N1=C(N=C(N=C1C=1C=CC=2N(C3=CC=CC=C3C2C1)C#N)C=1C=CC=2N(C3=CC=CC=C3C2C1)C#N)C=1C=CC=2N(C3=CC=CC=C3C2C1)C#N 3,3',3''-(1,3,5-triazine-2,4,6-triyl)tris(9H-carbazole-9-carbonitrile)